NCCCC(C)(C)N 1,4-diamino-4-methylpentane